2-Bromo-2-cyclopropylacetamide BrC(C(=O)N)C1CC1